CN1C=NC=C1C=1N=C(SC1)C(=O)NC1CCC(CC1)NC(C(F)(F)F)(C)C 4-(1-methyl-1H-imidazol-5-yl)-N-((1r,4r)-4-((1,1,1-trifluoro-2-methylpropan-2-yl)amino)cyclohexyl)thiazole-2-carboxamide